C(C)(C)(C)OC(=O)N1CC2(C1)CC(C2)C#CC2=CC=C(C=C2)C2=CC(=NO2)CN2C(=NC=C2)[C@H](C)OC2OCCCC2 6-((4-(3-((2-((1S)-1-((tetrahydro-2H-pyran-2-yl)oxy)ethyl)-1H-imidazol-1-yl)methyl)isoxazol-5-yl)phenyl)ethynyl)-2-azaspiro[3.3]heptane-2-carboxylic acid tert-butyl ester